[[tert-butyl(dimethyl)silyl]oxy-cyclopropyl-methyl]pyridin-4-amine [Si](C)(C)(C(C)(C)C)OC(C1CC1)C1=NC=CC(=C1)N